4-phenyl-1,3-dioxane C1(=CC=CC=C1)C1OCOCC1